Methyl (S)-2-amino-3-(5-bromo-4-chloroquinolin-8-yl)propanoate N[C@H](C(=O)OC)CC=1C=CC(=C2C(=CC=NC12)Cl)Br